C(C)(=O)OCC(OC(CCCCCCCCCCCCCCC)=O)COC(CCCCCCCCCCCCCCC)=O 1-acetyl-2,3-dipalmitoylglycerol